N-(2-((5-chloro-2-((2-(methoxy-d3)-5-methyl-4-(4-(piperazin-1-yl)piperidin-1-yl)phenyl)amino)pyrimidin-4-yl)amino)-6-methoxyphenyl)methanesulfonamide ClC=1C(=NC(=NC1)NC1=C(C=C(C(=C1)C)N1CCC(CC1)N1CCNCC1)OC([2H])([2H])[2H])NC1=C(C(=CC=C1)OC)NS(=O)(=O)C